methyl (1-((2,2-diethoxy ethyl)(2-methylbutyl)amino)-3-hydroxy-1-oxopropan-2-yl)carbamate C(C)OC(CN(C(C(CO)NC(OC)=O)=O)CC(CC)C)OCC